CINNAMYL ISOBUTYRATE C(C(C)C)(=O)OCC=CC1=CC=CC=C1